(3R)-1-(1-((5-Chloro-2-pyrimidinyl)methyl)-5,6-difluoro-1H-benzimidazol-2-yl)-4,4-difluoro-3-piperidinamin ClC=1C=NC(=NC1)CN1C(=NC2=C1C=C(C(=C2)F)F)N2C[C@H](C(CC2)(F)F)N